FC=1C=C2C=C(C=C(C2=C(C1F)OC([2H])([2H])[2H])O)O 6,7-difluoro-8-(trideuteriomethoxy)naphthalene-1,3-diol